[O-2].BrC=1C=CC2=CN(N=C2C1F)C(C(=O)[Li])C1=C2N(C=N1)CCC2 [2-(6-bromo-7-fluoro-indazol-2-yl)-2-(6,7-dihydro-5H-pyrrolo[1,2-c]imidazol-1-yl)acetyl]lithium oxide